ClC1=CC=C2C(=CC(=NC2=C1)C=1C=C(N)C=CC1)N1C=NC=C1 3-(7-chloro-4-(1H-imidazol-1-yl)quinolin-2-yl)aniline